N,N,N',N'-tetra-octyl-3-oxapentanediamide C(CCCCCCC)N(C(COCC(=O)N(CCCCCCCC)CCCCCCCC)=O)CCCCCCCC